methyl 6-(3-(tert-butoxy)-3-oxopropoxy)-2-methyl-1-((2-(trimethylsilyl)ethoxy)methyl)-1H-benzo[d]imidazole-4-carboxylate C(C)(C)(C)OC(CCOC=1C=C(C2=C(N(C(=N2)C)COCC[Si](C)(C)C)C1)C(=O)OC)=O